6-(4-fluoro-3-isopropyl-5-(1-isopropylpiperidin-4-yl)-1H-pyrrolo[2,3-c]pyridin-2-yl)-8-methoxy-[1,2,4]triazolo[1,5-a]pyridine FC1=C2C(=CN=C1C1CCN(CC1)C(C)C)NC(=C2C(C)C)C=2C=C(C=1N(C2)N=CN1)OC